(S)-1-(5-((2-(difluoromethyl)-3-fluorophenyl)thio)pyrazin-2-yl)-4'H,6'H-spiro[piperidine-4,5'-pyrrolo[1,2-b]pyrazol]-4'-amine FC(C1=C(C=CC=C1F)SC=1N=CC(=NC1)N1CCC2([C@@H](C=3N(N=CC3)C2)N)CC1)F